ClC1=C(C=O)C=CC(=C1)OC1=CC(=CC=2C=COC21)C 2-chloro-4-((5-methylbenzofuran-7-yl)oxy)benzaldehyde